2-chloro-4-fluoro-1-nitro-benzene ClC1=C(C=CC(=C1)F)[N+](=O)[O-]